2-(((2-(4-(2-hydroxyethyl)piperazin-1-yl)ethyl)amino)methylene)-5-(4-(2-methoxyethoxy)phenyl)cyclohexane-1,3-dione OCCN1CCN(CC1)CCNC=C1C(CC(CC1=O)C1=CC=C(C=C1)OCCOC)=O